C(C1=CC=CC=C1)OC=1C(=C(C=CC1)CCCC(=O)OCC)C1OCCO1 ethyl 4-[3-(benzyloxy)-2-(1,3-dioxolan-2-yl)phenyl]butanoate